3-bromo-1-methyl-7-(2-methyl-4-(6-(trifluoromethyl)pyrido[3,2-d]pyrimidin-2-yl)phenyl)-6,7-dihydro-1H-pyrazolo[3,4-f][1,4]oxazepin-8(5H)-one BrC1=NN(C=2C(N(CCOC21)C2=C(C=C(C=C2)C=2N=CC1=C(N2)C=CC(=N1)C(F)(F)F)C)=O)C